N-aminopropylmorpholine NCCCN1CCOCC1